N-[(2R)-1-(4-aminopiperidin-1-yl)-1-oxopropan-2-yl]-2-chloro-4-[[3-[3-(trifluoromethyl)-1H-pyrazol-4-yl]imidazo[1,2-a]pyrazin-8-yl]amino]benzamide formate C(=O)O.NC1CCN(CC1)C([C@@H](C)NC(C1=C(C=C(C=C1)NC=1C=2N(C=CN1)C(=CN2)C=2C(=NNC2)C(F)(F)F)Cl)=O)=O